ClC1=CC=C2C(=N1)C(CN2C2=NC(=NC=N2)NC=2C=C(C(=CC2OC)N(C)CCN(C)C)N)(C)C N4-(4-(5-chloro-3,3-dimethyl-2,3-dihydro-1H-pyrrolo[3,2-b]pyridin-1-yl)-1,3,5-triazin-2-yl)-N1-(2-(dimethylamino)ethyl)-5-methoxy-N1-methylbenzene-1,2,4-triamine